deutero-2-deoxy-D-glucose [2H]C(=O)C[C@@H](O)[C@H](O)[C@H](O)CO